NC1=NC2=NC=C(N=C2C(=N1)O)C=O 2-AMINO-4-HYDROXY-PTERIDINE-6-CARBALDEHYDE